COC1=C(C=CC(=C1)N1N=CC=C1)C1=CC=C(N=N1)OC1CCN(CC1)C(=O)OC(C)(C)C tert-Butyl 4-((6-(2-methoxy-4-(1H-pyrazol-1-yl)phenyl)pyridazin-3-yl)oxy)-piperidine-1-carboxylate